CC(CN1C(C=CC2=C1N=C(N=C2)N[C@@H](C)C2=CC1=CC=CC=C1C=C2)=O)(C)C 8-(2,2-dimethylpropyl)-2-{[(1S)-1-(naphthalen-2-yl)ethyl]amino}pyrido[2,3-d]pyrimidin-7(8H)-one